OC[C@H]1NCCOC1 (R)-3-hydroxymethylmorpholine